C1(CC1)C1=C(C=C(C=C1OCC)[C@@H](C)N)OCC (1R)-1-(4-cyclopropyl-3,5-diethoxyphenyl)ethan-1-amine